1-(5-(hydroxymethyl)pyridin-2-yl)cyclobutan-1-ol OCC=1C=CC(=NC1)C1(CCC1)O